ClCC(=O)[O-].[Na+] sodium chloroacetate